C1(CC1)C1N(C2=CC=C(C=C2CC1)CC)S(=O)(=O)C=1C=CC(=C(C1)CO)OCC1=CN=NC=C1 (5-((2-cyclopropyl-6-ethyl-3,4-dihydroquinolin-1(2H)-yl)sulfonyl)-2-(pyridazin-4-ylmethoxy)phenyl)methanol